N-(6-{4-[2-(cyclopropylmethyl)-1,2,3-triazol-4-yl]-1H-indazol-7-yl}pyridazin-3-yl)-N-methyl-8-azabicyclo[3.2.1]octan-3-amine C1(CC1)CN1N=CC(=N1)C1=C2C=NNC2=C(C=C1)C1=CC=C(N=N1)N(C1CC2CCC(C1)N2)C